ClC1=C(C=C(C=C1)S(=O)(=O)NC=1C(=NC=C(C1)C)N1C2=C(OCC1)C=C(C=C2)[N+](=O)[O-])C(F)(F)F 4-chloro-N-(5-methyl-2-(7-nitro-2,3-dihydro-4H-benzo[b][1,4]oxazin-4-yl)pyridin-3-yl)-3-(trifluoromethyl)benzenesulfonamide